C1C(NCCC2=C1C=CC=C2)=O 1,3,4,5-tetrahydro-benzo[d]Azepin-2-one